BrCC1=CC=C(C=C1)S(=O)(=O)N1C[C@@H](CCC1)NC(OC(C)(C)C)=O tert-butyl (R)-(1-((4-(bromomethyl)phenyl)sulfonyl)piperidin-3-yl)carbamate